OC1C(CC12CCN(CC2)C(C(C)N2N=CN=C2)=O)C2N1C(C=3C=CC=CC23)=CN=C1 1-[3-Hydroxy-2-(5H-imidazo[1,5-b]isoindol-5-yl)-7-azaspiro[3.5]nonan-7-yl]-2-(1,2,4-triazol-1-yl)propan-1-on